[Cl-].C[NH+](CCCCCCCCCCCC)C dimethyldodecylammonium chloride